NCCCCC(CCCN)NC 1-(4-aminobutyl)-N1-methylbutane-1,4-diamine